[Na].C(C)(C)(C)C1=C(C=C(C=C1)C)O 2-t-butyl-5-methylphenol, sodium salt